OC1=C(C=C(C=C1)C1(C2=CC=CC=C2C=2C=CC=CC12)C1=CC(=C(C=C1)O)C(C)(C)C)C(C)(C)C 9,9-bis(4-hydroxy-3-tert-butylphenyl)fluorene